9-tolylfluorene C1(=C(C=CC=C1)C1C2=CC=CC=C2C=2C=CC=CC12)C